3-(5,6-dichloro-1H-1,3-benzodiazol-2-yl)-N,N-bis(2-methylpropyl)propenamide (Z)-3-(3-chloropropoxy)-2-butenoate ClCCCO\C(=C/C(=O)O)\C.ClC1=CC2=C(NC(=N2)C=CC(=O)N(CC(C)C)CC(C)C)C=C1Cl